CC1=CC=C(C=C1)S(=O)(=O)OC1=C(C=C(C=C1)NC(NC1=CC(=C(C=C1)OS(=O)(=O)C1=CC=C(C)C=C1)C)=O)C bis-[4-(p-toluenesulfonyloxy)-3-methyl-phenyl]urea